O[C@@H]1C[C@H](N(C1)C([C@H](C(C)(C)C)N1N=NC(=C1)C1(CCOCC1)O)=O)C(=O)NC (2S,4r)-4-hydroxy-1-[(2S)-2-[4-(4-hydroxytetrahydropyran-4-yl)triazol-1-yl]-3,3-dimethyl-butyryl]-N-methyl-pyrrolidine-2-carboxamide